C(C=C)OC(C=1C(C(=O)OCC=C)=CC=CC1)=O diallyl-phthalate